5-(4-((4-((1H-pyrazole-1-yl)methyl)phenyl)ethynyl)phenyl)-3-((2-((1S)-1-((tetrahydro-2H-pyran-2-yl)oxy)ethyl)-1H-imidazol-1-yl)methyl)isoxazole N1(N=CC=C1)CC1=CC=C(C=C1)C#CC1=CC=C(C=C1)C1=CC(=NO1)CN1C(=NC=C1)[C@H](C)OC1OCCCC1